N1[C@H](CC1)COC=1C=NC=CC1C1=C(C=2C(NCCC2N1)=O)NC1=C(C(=CC=C1)F)OC (R)-2-(3-(azetidin-2-ylmethoxy)pyridin-4-yl)-3-((3-fluoro-2-methoxyphenyl)amino)-1,5,6,7-tetrahydro-4H-pyrrolo[3,2-c]pyridin-4-one